(Z)-2-(5-bromo-1H-indol-3-yl)-3-(4-(ethylsulfanyl)pyridin-3-yl)acrylonitrile BrC=1C=C2C(=CNC2=CC1)/C(/C#N)=C/C=1C=NC=CC1SCC